CN(CCOC1=NC=C(C=C1)B1OC(C(O1)(C)C)(C)C)C N,N-dimethyl-2-[5-(4,4,5,5-tetramethyl-1,3,2-dioxaborolan-2-yl)pyridin-2-yl]oxyethanamine